N-((2S)-1,1-dicyclopropyl-3-((2-((R)-4-isopropyl-2-oxoimidazolidin-1-yl)-2-(methylcarbamoyl)-2,3-dihydro-1H-inden-5-yl)amino)-3-oxopropan-2-yl)-1-methyl-1H-pyrazole-5-carboxamide C1(CC1)C([C@@H](C(=O)NC=1C=C2CC(CC2=CC1)(C(NC)=O)N1C(N[C@@H](C1)C(C)C)=O)NC(=O)C1=CC=NN1C)C1CC1